Tert-butyl (5-bromo-7-(chlorosulfonyl)quinolin-2-yl)(tert-butoxycarbonyl)carbamate BrC1=C2C=CC(=NC2=CC(=C1)S(=O)(=O)Cl)N(C(OC(C)(C)C)=O)C(=O)OC(C)(C)C